NC1=C(SC=2N=C(N=CC21)C)C(=O)NC2CC=1C=C(C(=NC1CC2)N2CC(C(C2)CF)N)F 5-amino-N-{2-[3-amino-4-(fluoromethyl)pyrrolidin-1-yl]-3-fluoro-5,6,7,8-tetrahydroquinolin-6-yl}-2-methylthieno[2,3-d]pyrimidine-6-carboxamide